4-(bis(4-methoxybenzyl)amino)-1-(4-(pyrrolidin-1-ylmethyl)benzyl)-1,3-dihydro-2H-imidazo[4,5-c]Quinoline-2-thione COC1=CC=C(CN(C2=NC=3C=CC=CC3C3=C2NC(N3CC3=CC=C(C=C3)CN3CCCC3)=S)CC3=CC=C(C=C3)OC)C=C1